C(CCC)[C@H]1N(S(C2=C(N(C1)C1=CC=CC=C1)C=C(C(=C2)C=2C=C(C(=O)O)C=CC2OCCO)F)(=O)=O)C (R)-3-(3-butyl-7-fluoro-2-methyl-1,1-dioxido-5-phenyl-2,3,4,5-tetrahydrobenzo[f][1,2,5]thiadiazepin-8-yl)-4-(2-hydroxyethoxy)benzoic acid